tert-butyl 4-[4-(2,6-dioxo-3-piperidyl)-2-fluoro-phenoxy]piperidine-1-carboxylate O=C1NC(CCC1C1=CC(=C(OC2CCN(CC2)C(=O)OC(C)(C)C)C=C1)F)=O